C(C=C)(=O)N1CCN(CC1)C1=C(C(=NC2=C(N=CC=C12)OC1=C2C=NNC2=CC(=C1Cl)F)O[C@H]1CN(C[C@@H]1C(F)F)C)C#N 4-(4-acryloylpiperazin-1-yl)-8-((5-chloro-6-fluoro-1H-indazol-4-yl)oxy)-2-(((3R,S)-4-difluoromethyl-1-methylpyrrolidin-3-yl)oxy)-1,7-naphthyridine-3-carbonitrile